C(#N)/C=C/CNC(=O)C1(CCN(CC1)S(=O)(=O)C1=C(C=C(C=C1)Cl)C1=C(C=CC=C1)Cl)F (E)-N-(3-cyanoallyl)-1-((2',5-dichloro-[1,1'-biphenyl]-2-yl)sulfonyl)-4-fluoropiperidine-4-carboxamide